N-(3-chloro-4-fluorophenyl)-7-methoxy-6-hydroxyquinazolin-4-amine ClC=1C=C(C=CC1F)NC1=NC=NC2=CC(=C(C=C12)O)OC